2-(4-(3-methylbenzenesulfonyl-2-(methylbenzenesulfonylmethyl)propionyl)phenyl)-1,3-dioxane-5-carboxylic acid CC=1C=C(C=CC1)S(=O)(=O)CC(C(=O)C1=CC=C(C=C1)C1OCC(CO1)C(=O)O)C(S(=O)(=O)C1=CC=CC=C1)C